N-[(S)-1-(3,5-dicyanophenyl)ethyl]-4-[(S)-5-methyl-1,4-diazepan-1-yl]-8-cyclopropyl-6-methyl-1,7-diaza-3-naphthamide C(#N)C=1C=C(C=C(C1)C#N)[C@H](C)NC(=O)C=1C=NC2=C(N=C(C=C2C1N1CCN[C@H](CC1)C)C)C1CC1